ClC1=CC=C(C=C1)NC(=O)NC(C1=C(C=CC=C1F)F)=O N-[(4-chlorophenyl)carbamoyl]-2,6-difluorobenzamide